(S)-N-((R)-2-(difluoromethoxy)-1-(3-(difluoromethoxy)phenyl)ethyl)-3-hydroxy-3,4-dimethylvaleramide FC(OC[C@@H](C1=CC(=CC=C1)OC(F)F)NC(C[C@](C(C)C)(C)O)=O)F